CNC(C)C1=CC=NC=C1 N-methyl-1-(pyridin-4-yl)ethan-1-amine